FC=1C=C(C=CC1F)NC(N(C1C=2C3=C(C(NC2CCC1)=O)COCC3)C)=O 3-(3,4-difluorophenyl)-1-methyl-1-(5-oxo-1,4,5,6,7,8,9,10-octahydro-2H-pyrano[3,4-c]quinolin-10-yl)urea